ClC=1C=C(C=CC1Cl)C=1C=C(C(=NC1)C1=NC=2N(C=C1)N=C(C2)C(F)(F)F)S(=O)(=O)CC 5-(5-(3,4-dichlorophenyl)-3-(ethylsulfonyl)pyridin-2-yl)-2-(trifluoromethyl)pyrazolo[1,5-a]pyrimidine